5-Aminopentanol nitrogen [N].NCCCCCO